4-[(3,5-dichlorophenyl)carbamoyl]-1,3-Dioxolane-4-carboxylic acid ethyl ester C(C)OC(=O)C1(OCOC1)C(NC1=CC(=CC(=C1)Cl)Cl)=O